NC=1C(=NC2=C(C(=C(C=C2C1NC1C2CN(C1C2)C(=O)[O-])I)Br)F)N2CC(C2)N(C)C 5-((3-amino-7-bromo-2-(3-(dimethylamino)azetidin-1-yl)-8-fluoro-6-iodoquinolin-4-yl)amino)-2-azabicyclo[2.1.1]hexane-2-carboxylate